[Na+].[O-]P([O-])(=O)OP(=O)([O-])OP(=O)([O-])[O-].[Na+].[V+5] vanadium sodium triphosphate sodium